C(C)(=O)C1=C(C(N(N=C1)C)=O)Cl acetyl-4-chloro-2-methylpyridazin-3(2H)-one